C12(CC3CC(CC(C1)C3)C2)C(=O)N2CCC(=CC2)C2=NN=C(S2)C2=CC(=C(C(=O)N(C)C)C=C2)Cl 4-{5-[1-(adamantane-1-carbonyl)-1,2,3,6-tetrahydropyridin-4-yl]-1,3,4-thiadiazol-2-yl}-2-chloro-N,N-dimethylbenzamide